CNS(=O)(=O)C1=NC=C(N=C1)NCC1=CC=C(C=C1)C(F)(F)F N-methyl-5-((4-(trifluoromethyl)benzyl)amino)pyrazine-2-sulfonamide